S1NCCN1 1,2,5-thiadiazolidin